(E)-2-(4-methylbenzylidene)-1-benzocycloheptanone CC1=CC=C(\C=C\2/C=CC3=C(CCCCC3)C2=O)C=C1